COC=1N=NC2=CC=CC=C2C1 3-methoxycinnoline